1,5-dimethoxy-1,1,3,3,5,5-hexamethyltrisiloxane CO[Si](O[Si](O[Si](C)(C)OC)(C)C)(C)C